3-(3-Chloro-4-fluorophenyl)-1-(8,9-difluoro-6-((2-hydroxyethyl)amino)-1,4-dihydro-2H-pyrano[3,4-c]isoquinolin-1-yl)-1-methylurea ClC=1C=C(C=CC1F)NC(N(C)C1COCC=2N=C(C=3C=C(C(=CC3C21)F)F)NCCO)=O